(S)-N'-((3,3-dimethyl-1,2,3,5,6,7-hexahydrodicyclopenta[b,e]pyridin-8-yl)carbamoyl)-1-ethyl-5-(hydroxymethyl)-1H-pyrazole-3-sulfonimidamide CC1(CCC=2C1=NC1=C(C2NC(=O)N=[S@@](=O)(N)C2=NN(C(=C2)CO)CC)CCC1)C